2-(4-cyclopropylphenyl)-5-fluoro-1H-indole C1(CC1)C1=CC=C(C=C1)C=1NC2=CC=C(C=C2C1)F